C(C1=CC=CC=C1)N(C(C)=O)S(=O)(=O)C1=CC=C(C)C=C1 N-benzyl-N-(4-toluenesulfonyl)acetamide